γ-acryloyloxypropyltriethoxysilane C(C=C)(=O)OCCC[Si](OCC)(OCC)OCC